3-(8-bromonaphthalen-1-yl)cyclohexan-1-one tert-butyl-(22-hydroxy-16-oxo-3,6,9,12-tetraoxa-15-azadocosyl)carbamate C(C)(C)(C)N(C(O)=O)CCOCCOCCOCCOCCNC(CCCCCCO)=O.BrC=1C=CC=C2C=CC=C(C12)C1CC(CCC1)=O